N1C=CC2=C1N=CC1=C2C(=NN2B1OCCC2)C2[C@H]1CC3(CC(C[C@H]2C3)C1)O (1s,3R,4s,5S,7s)-4-(8,9-dihydro-1H,7H-pyrrolo[3'',2'':5',6']pyrido[3',4':4,5][1,2,3]diazaborinino[3,2-b][1,3,2]oxazaborinin-4-yl)adamantan-1-ol